1-(4-((4-fluorophenyl)(4-(vinyloxy)phenyl)amino)piperidine-1-carbonyl)-1H-benzo[d][1,2,3]triazole-5-carbonitrile FC1=CC=C(C=C1)N(C1CCN(CC1)C(=O)N1N=NC2=C1C=CC(=C2)C#N)C2=CC=C(C=C2)OC=C